FC1(CC(C1)(O)[C@@H]1N2C(C3=CC=CC=C13)=CN=C2)F (R)-3,3-Difluoro-1-(5H-imidazo[5,1-a]isoindol-5-yl)cyclobutan-1-ol